The molecule is a methoxyaurone that is aureusidin in which the hydroxy groups at positions 4, 6, 3' and 4' have been replaced by methoxy groups respectively. It has been isolated from the roots of Cyperus teneriffae. It has a role as a plant metabolite. It derives from an aureusidin. COC1=C(C=C(C=C1)/C=C\\2/C(=O)C3=C(O2)C=C(C=C3OC)OC)OC